CC1=C(C(=CC(=C1CC)OCCC)C)O 2,6-dimethyl-3-ethyl-4-propoxyphenol